CC1=C(C(CCC1=O)(C)C)/C=C/C(=C/C=C/C(=C/C=C/C=C(/C=C/C=C(/C=C/C2=C(C(=O)CCC2(C)C)C)\\C)\\C)/C)/C The molecule is a carotenone that consists of beta,beta-carotene bearing two oxo substituents at positions 4 and 4'. It has a role as a biological pigment, a food colouring, a fungal metabolite and an Escherichia coli metabolite. It derives from a hydride of a beta-carotene.